NC1=NC=2C=CC(=CC2C2=C1COC2)C(=O)N2C(C1=C(CC2)SC=C1)C1=NC=C(C=C1)C(F)(F)F (4-amino-1,3-dihydrofuro[3,4-c]quinolin-8-yl)(4-(5-(trifluoromethyl)pyridin-2-yl)-6,7-dihydrothieno[3,2-c]pyridin-5(4H)-yl)methanone